C[Si](C)(C)C[Al](C[Si](C)(C)C)C[Si](C)(C)C tri(trimethylsilylmethyl)aluminum